ClC1=C(C(=C(C=C1OC)OC)Cl)C=CC(CC#N)=C=O 5-(2,6-dichloro-3,5-dimethoxyphenyl)-3-carbonylpent-4-enenitrile